(S)-2,3-dichloro-4-(4-(hydroxymethyl)-2-(5-(2-hydroxyprop-2-yl)isoxazol-3-yl)thiazol-5-yl)-N-(1,1,1-trifluoropropan-2-yl)benzenesulfonamide ClC1=C(C=CC(=C1Cl)C1=C(N=C(S1)C1=NOC(=C1)C(C)(C)O)CO)S(=O)(=O)N[C@H](C(F)(F)F)C